O1CCN(CCC1)[C@H]1C[C@@H](CCC1)N1C=CC2=C(C=CC(=C12)C)F N-((1R,3R)-3-(1,4-oxazepan-4-yl)cyclohexyl)-4-fluoro-7-methyl-1H-indole